1,4-Diazetidine-1-carboxylic acid ethyl ester C(C)OC(=O)N1CCN1